methyl 5-methyl-4-oxo-2-((2-(trimethylsilyl)ethoxy)methyl)-4,5-dihydro-2H-pyrrolo[3,4-c]pyridin-7-carboxylate CN1C(C=2C(C(=C1)C(=O)OC)=CN(C2)COCC[Si](C)(C)C)=O